O1C=CC2=C1C=CS2 thienofuran